NCCCCCCN.C(C1=CC=C(C(=O)O)C=C1)(=O)O terephthalic acid-hexamethylenediamine salt